BrC1=C(C(=C(C(=O)O)C=C1)C)OC1CCC1 4-bromo-3-(cyclobutoxy)-2-methyl-benzoic acid